6-(2-bromoethoxy)-1-(2,2-difluoroethyl)-1,2,3,4-tetrahydroquinolin-2-one BrCCOC=1C=C2CCC(N(C2=CC1)CC(F)F)=O